tetrakis(triphenylphosphine) nickel (0) [Ni].C1(=CC=CC=C1)P(C1=CC=CC=C1)C1=CC=CC=C1.C1(=CC=CC=C1)P(C1=CC=CC=C1)C1=CC=CC=C1.C1(=CC=CC=C1)P(C1=CC=CC=C1)C1=CC=CC=C1.C1(=CC=CC=C1)P(C1=CC=CC=C1)C1=CC=CC=C1